(trans)-methyl 4-[7-[1-[4-(trifluoromethoxy)benzoyl]-4-piperidyl]-3H-imidazo[4,5-b]pyridin-2-yl]cyclohexanecarboxylate FC(OC1=CC=C(C(=O)N2CCC(CC2)C2=C3C(=NC=C2)NC(=N3)[C@@H]3CC[C@H](CC3)C(=O)OC)C=C1)(F)F